C(C)(C)(C)OC(=O)N1C[C@H]([C@@H](C1)C=1SC=CN1)C(=O)O (3S,4S)-1-(tert-Butoxycarbonyl)-4-(1,3-thiazol-2-yl)-pyrrolidine-3-carboxylic acid